2-methyl-1-benzofuran-7-carboxamide CC=1OC2=C(C1)C=CC=C2C(=O)N